C1(=CC=CC=C1)C1=C(C(=CC(=C1)C1=CC=CC=C1)C1=CC=CC=C1)C1=CC(=CC=C1)N(C1=CC=C(C=C1)C1=CC=C(C=C1)C1=CC=CC=C1)C1=CC=C(C=C1)C1=CC=CC2=CC=CC=C12 (3',5'-diphenyl-1,1':2',1''-terphenyl-3''-yl)-(4-naphthalen-1-yl-phenyl)-(1,1':4',1''-terphenyl-4-yl)-amine